(R)-N-(1-(1-(2,4-bis(trifluoromethyl)phenyl)ethyl)-1H-pyrazol-4-yl)-3-(pyridin-2-yl)isoxazole-5-carboxamide FC(C1=C(C=CC(=C1)C(F)(F)F)[C@@H](C)N1N=CC(=C1)NC(=O)C1=CC(=NO1)C1=NC=CC=C1)(F)F